ClC=1C(=NC=CN1)C(C)O 1-(3-chloropyrazin-2-yl)ethanol